cyclododecamorpholine O1CCNC2=C1C=CC=CC=CC=CC=C2